2,7-dichlorobenzothiazole ClC=1SC2=C(N1)C=CC=C2Cl